S(=O)(=O)(O)[O-].[Ag+] silver(I) hydrogen sulphate